C1N(CC2=CC=CC=C12)C1=NC2=C(C=C(C=C2C(N1C1CC(C1)O)=O)C)C(C)NC1=C(C(=O)OC)C=CC=C1 methyl 2-[1-[2-(1,3-dihydroisoindol-2-yl)-3-(3-hydroxycyclobutyl)-6-methyl-4-oxoquinazolin-8-yl]ethylamino]benzoate